6-(4-(hydroxymethyl)benzyl)-2,4-dimethyl-4,6-dihydro-5H-thiazolo[5',4':4,5]pyrrolo[2,3-d]pyridazin-5-one OCC1=CC=C(CN2N=CC3=C(C2=O)N(C2=C3SC(=N2)C)C)C=C1